O=C1NC=C(C(N1)=O)C=1C=C(C=2N(N1)C=CN2)N2C[C@@H](C(C2)(F)F)N(C(O)=O)C(C)C.CN(CCC2=NC=CC=C2)C 2-(2-dimethylaminoethyl)pyridine (S)-1-(6-(2,4-dioxo-1,2,3,4-tetrahydropyrimidin-5-yl)imidazo[1,2-b]pyridazin-8-yl)-4,4-difluoropyrrolidin-3-yl-isopropylcarbamate